FC1(C[C@@H](NC1)C(=O)NC=1C=CC=C2C(=CNC12)C1=NC(=NC=C1C)NC=1C(=NN(C1)C)OC)F (2R,4S)-4,4-difluoro-N-(3-(2-((3-methoxy-1-methyl-1H-pyrazol-4-yl)amino)-5-methylpyrimidin-4-yl)-1H-indol-7-yl)pyrrolidine-2-carboxamide